C(C1=CC(=C(N)C(=C1)CC)CC)C1=CC(=C(N)C(=C1)CC)CC 4,4'-methylenebis-(2,6-diethylaniline)